SC1=NN=C(S1)NC(=S)NC(C1=CC=CC=C1)=O N-((5-mercapto-1,3,4-thiadiazol-2-yl)carbamothioyl)benzamide